N1(C=NC2=C1C=CC=C2)C2=CC=C(C=C2)NC(=O)N2N=C(C=C2N)C(C)(C)C 5-amino-3-tert-butyl-pyrazole-1-carboxylic acid (4-benzimidazol-1-yl-phenyl)-amide